4-[2-(4-amino-piperidin-1-yl)-1-methyl-5-(1-methyl-1H-indol-6-yl)-6-oxo-1,6-dihydro-pyrimidin-4-yl]-2-fluoro-benzonitrile NC1CCN(CC1)C=1N(C(C(=C(N1)C1=CC(=C(C#N)C=C1)F)C1=CC=C2C=CN(C2=C1)C)=O)C